1-(26-azido-2,2-dimethyl-3,6,9,12,15,18,21,24-octaoxahexacosyl)-2-(ethoxy-methyl)-N-trityl-1H-imidazo[4,5-c]quinolin-4-amine N(=[N+]=[N-])CCOCCOCCOCCOCCOCCOCCOCCOC(CN1C(=NC=2C(=NC=3C=CC=CC3C21)NC(C2=CC=CC=C2)(C2=CC=CC=C2)C2=CC=CC=C2)COCC)(C)C